NC1=C(SC2=NC(=CN=C21)C)C(=O)NC2CC=1C=CC(=NC1CC2)N2CC(C(C2)COC)NCC 7-amino-N-{2-[3-(ethylamino)-4-(methoxymethyl)pyrrolidin-1-yl]-5,6,7,8-tetrahydroquinolin-6-yl}-3-methylthieno[2,3-b]pyrazine-6-carboxamide